C1=CC(=CC=C1C[C@H](C(=O)[O-])N)[O-] The molecule is the D-enantiomer of tyrosinate(2-). It has a role as an Escherichia coli metabolite. It is a conjugate base of a D-tyrosinate(1-). It is an enantiomer of a L-tyrosinate(2-).